COC(=O)C=1C=C2CCNCC2=C(C1)F.N1(C=CC2=CC=CC=C12)CCCC(=O)O 1-Indolebutyric acid methyl-8-fluoro-1,2,3,4-tetrahydroisoquinoline-6-carboxylate